4-amino-3-hydrazino-5-sulfydryl-1,2,4-triazole NN1C(=NN=C1S)NN